3-(7-(2',3',4',5'-tetrahydro-[1,1'-biphenyl]-4-yl)-1H-benzo[d]imidazol-2-yl)benzoic acid C1(=CC=C(C=C1)C1=CC=CC2=C1NC(=N2)C=2C=C(C(=O)O)C=CC2)C=2CCCCC2